C1(CCCCC1)COC=1C=C(C=CC1)C(CCN)=C 3-(3-(cyclohexylmethoxy)phenyl)but-3-en-1-amine